FC=1C=C2C(NN=C(C2=CC1F)C1=CC2=C(NC(=N2)NC(OCCOC)=O)C=C1)=O 2-Methoxyethyl (5-(6,7-difluoro-4-oxo-3,4-dihydrophthalazin-1-yl)-1H-benzimidazol-2-yl)carbamate